C1(=CC=C(C=C1)C1=NC(=NC(=N1)Cl)C1=CC=CC=C1)C1=CC=CC=C1 2-(1,1'-biphenyl-4-yl)-4-chloro-6-phenyl-1,3,5-triazine